C(#N)C1=CC=C(C=C1)C1CCN(CC1)C(=O)C=1C=CC(=C(C1)NC1=NC=C(C(=O)NC2CC2)C=C1)C 6-((5-(4-(4-cyanophenyl)piperidine-1-carbonyl)-2-methylphenyl)amino)-N-cyclopropyl-nicotinamide